C(C)OC(=O)C1C2(CCC(C1)CC2)NC2=NC(=NN1C2=CC=C1C1CC1)Cl ((2-chloro-7-cyclopropylpyrrolo[2,1-f][1,2,4]triazin-4-yl)amino)bicyclo[2.2.2]octane-2-carboxylic acid ethyl ester